CN1CCN(CC1)C1=CC=C(C=C1)C 1-methyl-4-(p-tolyl)piperazine